[Si](C)(C)(C(C)(C)C)OCCS(=O)(=O)N 2-[tert-butyl(dimethyl)silyl]oxyethanesulfonamide